FC1=C(C=C(C=C1)NC(=O)[C@@H]1CN(CCC1)S(=O)(=O)C=1C(=C(N(C1C)C)C)C(=O)OC)C methyl (S)-4-((3-((4-fluoro-3-methylphenyl) carbamoyl) piperidin-1-yl) sulfonyl)-1,2,5-trimethyl-1H-pyrrole-3-carboxylate